[I-].CS(=O)(=O)C=1C=C(C=CC1)C1=CCN(C=C1)CCC 4-(3-methylsulfonylphenyl)-1-propylpyridine iodide